1-[(2R,4S,5R)-5-acetyl-4-[(tert-butyldimethylsilyl)oxy]-5-{[(tert-butyldimethylsilyl)oxy]methyl}oxolan-2-yl]-3H-pyrimidine-2,4-dione C(C)(=O)[C@]1([C@H](C[C@@H](O1)N1C(NC(C=C1)=O)=O)O[Si](C)(C)C(C)(C)C)CO[Si](C)(C)C(C)(C)C